CN(CCN(CCN(C)C)C)CC(C)O tetramethyl-N''-(2-hydroxypropyl)-diethylenetriamine